2-Chloro-N-[1-(4-chlorophenyl)-1H-indazol-4-yl]-5-{[(methoxyacetyl)amino]methyl}benzamide methyl-5-fluoro-2-formyl-1H-pyrrole-3-carboxylate COC(=O)C1=C(NC(=C1)F)C=O.ClC1=C(C(=O)NC2=C3C=NN(C3=CC=C2)C2=CC=C(C=C2)Cl)C=C(C=C1)CNC(COC)=O